tribromo(pentyl)silane Br[Si](CCCCC)(Br)Br